methyl (2S,3S)-3-(1-ethyl-4-methyl-benzotriazol-5-yl)-2-methyl-3-(1,2,3,4-tetrahydroisoquinolin-7-yl)propanoate C(C)N1N=NC2=C1C=CC(=C2C)[C@@H]([C@@H](C(=O)OC)C)C2=CC=C1CCNCC1=C2